Methyl (2S)-3-(tert-butoxycarbonylamino)-2-[[4-[[3-(2,3-difluoro-4-methoxy-phenyl)imidazo[1,2-a]pyrazin-8-yl]amino]-2-ethyl-benzoyl]amino]propanoate C(C)(C)(C)OC(=O)NC[C@@H](C(=O)OC)NC(C1=C(C=C(C=C1)NC=1C=2N(C=CN1)C(=CN2)C2=C(C(=C(C=C2)OC)F)F)CC)=O